5-([1,1'-biphenyl]-4-ylmethoxy)-1H-pyrrole-3-carboxylic acid C1(=CC=C(C=C1)COC1=CC(=CN1)C(=O)O)C1=CC=CC=C1